C(C)(C)(C)NS(=O)(=O)C1=CC(=CC=C1)NC1=NC(=NC=C1C)NC1=CC(=C(C=C1)C)NC1=NC=CC(=N1)C=1C=NC=CC1 N-(tert-butyl)-3-((5-methyl-2-((4-methyl-3-((4-(pyridin-3-yl)pyrimidin-2-yl)amino)phenyl)amino)pyrimidin-4-yl)amino)benzenesulfonamide